((4-((4-cyanophenyl)amino)thieno[2,3-d]pyrimidin-2-yl)thio)cyclobutane-1-carboxylic acid C(#N)C1=CC=C(C=C1)NC=1C2=C(N=C(N1)SC1(CCC1)C(=O)O)SC=C2